3-hexadecyl mercaptan CCC(CCCCCCCCCCCCC)S